3,6-bis(5-bromothiophen-2-yl)-2,5-bis(octyl)pyrrolo[3,4-c]pyrrole-1,4-dione BrC1=CC=C(S1)C=1N(C(C2=C(N(C(C21)=O)CCCCCCCC)C=2SC(=CC2)Br)=O)CCCCCCCC